ClC=1C(=C(C=CC1)NC(=S)C=1C(NCCC1NCC1=C(C=NC=C1)OCC1OCCOC1)=O)C N-(3-chloro-2-methylphenyl)-4-[({3-[(1,4-dioxan-2-yl)methoxy]pyridin-4-yl}methyl)amino]-2-oxo-1,2,5,6-tetrahydropyridine-3-carbothioamide